4-methoxy-5-nitro-2-((pyridin-3-ylmethyl)amino)benzamide COC1=CC(=C(C(=O)N)C=C1[N+](=O)[O-])NCC=1C=NC=CC1